(E)-4-(4-(2-((tert-butoxycarbonyl)amino)ethyl)piperazin-1-yl)but-2-enoic acid C(C)(C)(C)OC(=O)NCCN1CCN(CC1)C/C=C/C(=O)O